N-(4-benzyl-phenyl)-N-(2-(tert-butylamino)-1-(1-methyl-1H-pyrazol-4-yl)-2-oxoethyl)-thiazole-5-carboxamide C(C1=CC=CC=C1)C1=CC=C(C=C1)N(C(=O)C1=CN=CS1)C(C(=O)NC(C)(C)C)C=1C=NN(C1)C